(R)-1-(2-Methoxyethyl)-4-(pyrrolidin-3-yl)piperazine COCCN1CCN(CC1)[C@H]1CNCC1